1-methyl-5-Oxo-4,5-dihydro-1H-pyrrolo[3,2-c]isoquinoline-2-carbaldehyde CN1C(=CC=2NC(C=3C=CC=CC3C21)=O)C=O